C(C=C)(=O)O.C(C=C)(=O)O.C(C=C)(=O)O.C(C=C)(=O)O.C(O)C(CC)(CO)CO.C(O)C(CC)(CO)CO di-trimethylolpropane tetra-acrylate